amino-1-(3-((8-aminoimidazo[1,2-a]pyrazin-3-yl)methyl)-2',4',5'-trifluoro-[1,1'-biphenyl]-4-yl)-N-methylpiperidine-3-carboxamide NC1N(CCCC1C(=O)NC)C1=C(C=C(C=C1)C1=C(C=C(C(=C1)F)F)F)CC1=CN=C2N1C=CN=C2N